C=C(C(CC)OC(CC#N)C)CCCCC 3-((4-methylenenonan-3-yl)oxy)butyronitrile